3-(2-(bis(methyl-d3) amino) ethyl)-1H-indol-4-yl (S)-3-(aminomethyl)-5-methylhexanoate NC[C@H](CC(=O)OC1=C2C(=CNC2=CC=C1)CCN(C([2H])([2H])[2H])C([2H])([2H])[2H])CC(C)C